ClC=1C=C(C=CC1)C=1C=CC=NC1OC(C)C 5-(3-Chlorophenyl)-6-(propan-2-yloxy)pyridin